FC1=CC=C(CP(C2=CC=CC=C2)(C2=CC=CC=C2)=O)C=C1 (4-fluorobenzyl)diphenylphosphine oxide